tert-butyl 4-(2,4-difluoro-5-(2-(methylsulfinyl) ethoxy) phenyl)-piperazine-1-carboxylate FC1=C(C=C(C(=C1)F)OCCS(=O)C)N1CCN(CC1)C(=O)OC(C)(C)C